3-(2-(3-(4-benzylpiperazin-1-yl)-2-methylpropyloxy)-7-bromo-8-fluoroquinazolin-4-yl)-3,8-diazabicyclo[3.2.1]octane-8-carboxylic acid tert-butyl ester C(C)(C)(C)OC(=O)N1C2CN(CC1CC2)C2=NC(=NC1=C(C(=CC=C21)Br)F)OCC(CN2CCN(CC2)CC2=CC=CC=C2)C